diazabenzene-3,5-dione N=1NC(CC(C1)=O)=O